OC1=C(C=CC=C1)C1=NC2=C(N1)C=CC=C2 2-(2'-hydroxyphenyl)-1h-benzimidazole